3-Fluoro-6-(3-methoxy-prop-1-ynyl)-pyrazine-2-carboxylic acid [(S)-1-(3,4-difluoro-phenyl)-ethyl]-amide FC=1C=C(C=CC1F)[C@H](C)NC(=O)C1=NC(=CN=C1F)C#CCOC